methyl (4-((6-cyclopropoxy-2-(1,1-difluoroethyl)pyrimidin-4-yl)amino)-5-(2-(dimethylamino)ethoxy)pyridin-2-yl)carbamate C1(CC1)OC1=CC(=NC(=N1)C(C)(F)F)NC1=CC(=NC=C1OCCN(C)C)NC(OC)=O